1-(benzyloxycarbonyl)-piperazine C(C1=CC=CC=C1)OC(=O)N1CCNCC1